(1R,2R)-N-(7-chloro-6-(1-((3R,4R)-4-hydroxy-3-methyltetrahydrofuran-3-yl)piperidin-4-yl)isoquinolin-3-yl)-2-(3-methyl-1,2,4-oxadiazol-5-yl)cyclopropane-1-carboxamide ClC1=C(C=C2C=C(N=CC2=C1)NC(=O)[C@H]1[C@@H](C1)C1=NC(=NO1)C)C1CCN(CC1)[C@@]1(COC[C@@H]1O)C